tert-Butyl N-[2-[5-[1-benzyloxy-5-oxo-1-(trifluoromethyl)pentyl]-1,3,4-oxadiazol-2-yl]-6-bromo-5-(trifluoromethyl)-3-pyridyl]carbamate C(C1=CC=CC=C1)OC(CCCC=O)(C(F)(F)F)C1=NN=C(O1)C1=NC(=C(C=C1NC(OC(C)(C)C)=O)C(F)(F)F)Br